N[C@@H](CS)C(=O)O CYSTEINE